7-chloro-N-(4-(4-(ethylsulfonyl)thiophen-2-yl)-5-(trifluoromethyl)pyrimidin-2-yl)-1,2,3,4-tetrahydroisoquinolin-6-amine ClC1=C(C=C2CCNCC2=C1)NC1=NC=C(C(=N1)C=1SC=C(C1)S(=O)(=O)CC)C(F)(F)F